lithium phenyl-2,4,6-trimethylbenzoylphosphonate C1(=CC=CC=C1)C=1C(=C(C(=O)P([O-])([O-])=O)C(=CC1C)C)C.[Li+].[Li+]